C(C)N1[C@@H]2CC[C@H]([C@@H]1COC=1C=C3CN(C(C3=CC1)=O)[C@@H]1C(NC(CC1)=O)=O)C2 (S)-3-(5-(((1R,3R,4S)-2-ethyl-2-azabicyclo[2.2.1]heptan-3-yl)methoxy)-1-oxoisoindolin-2-yl)piperidine-2,6-dione